2,4-dichloro-3-iodo-6-(trifluoromethyl)pyridine ClC1=NC(=CC(=C1I)Cl)C(F)(F)F